ClC=1C=C2C(N(CN(C2=CC1)C1=C(C=C(C=C1)F)C)C=1C=C(OC1)C(=O)O)=O 4-(6-chloro-1-(4-fluoro-2-methylphenyl)-4-oxo-1,4-dihydro-quinazolin-3(2H)-yl)furan-2-carboxylic acid